CN1CCC(CC1)COC=1C=C(C(=O)O)C=CN1 2-((1-methylpiperidin-4-yl)methoxy)isonicotinic acid